2-Isopentyl-6-methylpyrazine C(CC(C)C)C1=NC(=CN=C1)C